C(#N)C=1C=C(C=CC1OCC)C1=NC(=C2C(=N1)N(N=C2)C2=CC(=CC=C2)F)NC(=O)C=2SC(=CC2)[N+](=O)[O-] N-(6-(3-cyano-4-ethoxyphenyl)-1-(3-fluorophenyl)-1H-pyrazolo[3,4-d]pyrimidin-4-yl)-5-nitrothiophene-2-carboxamide